C1(=CC=CC=C1)OC(NC1=CC2=C(N=CS2)C=C1)=O N-(1,3-benzothiazol-6-yl)carbamic acid phenyl ester